C(C1=CC=CC=C1)OC=1C=C2C(=C(N(C2=CC1Br)C1=CC(=C(C=C1)F)C)C)C#N 5-benzyloxy-6-bromo-1-(4-fluoro-3-methyl-phenyl)-2-methyl-indole-3-carbonitrile